2-chloro-1,2-dimethylimidazoline chloride [Cl-].ClC1(N(CCN1)C)C